C(#N)C1=C2C(=NC=C1)NC(=C2)C(=O)NC2CC[Si](CC2)(C)C 4-cyano-N-(1,1-dimethylsilinan-4-yl)-1H-pyrrolo[2,3-b]pyridine-2-carboxamide